O=C1C(=CC(C2=CC=CC=C12)=O)N[C@@H](C(=O)NC1=CC(=CC=C1)Cl)CC1=CC=CC=C1 (R)-2-((1,4-dioxo-1,4-dihydronaphthalen-2-yl)amino)-3-phenyl-N-(3-chlorophenyl)-propionamide